3-[2-Bromo-6-methoxy-4-(prop-1-yn-1-yl)phenyl]-8-methoxy-2-oxo-1-azaspiro[4.5]dec-3-en-4-yl ethyl carbonate C(OC1=C(C(NC12CCC(CC2)OC)=O)C2=C(C=C(C=C2OC)C#CC)Br)(OCC)=O